C1(CC1)C1=C(C=C2C(=NC(N(C2=C1)C1=C(C=CC=C1)C1CC1)=O)NC)C#N 7-Cyclopropyl-1-(2-cyclopropylphenyl)-4-(methylamino)-2-oxo-1,2-dihydroquinazoline-6-carbonitrile